[Al].[Sc] Scandium-aluminum